3-(3-(1-(2-(2-fluoro-5-((6-fluoro-4-methyl-1H-indol-5-yl)oxy)pyridin-3-yl)-1H-imidazol-5-yl)-1-hydroxyethyl)phenyl)propanoic acid FC1=NC=C(C=C1C=1NC(=CN1)C(C)(O)C=1C=C(C=CC1)CCC(=O)O)OC=1C(=C2C=CNC2=CC1F)C